ClC1=C(C=C(C=C1)F)C1=NC(C2=CC(=CC(=C12)NC(C1=CC(=CC(=C1)C(F)(F)F)F)=O)C1=C(C(C1=O)=O)C(=C)C)=O N-(3-(2-chloro-5-fluorophenyl)-6-(2-isopropenyl-3,4-dioxocyclobut-1-en-1-yl)-1-oxoisoindol-4-yl)-3-fluoro-5-(trifluoromethyl)benzamide